C(C)(=O)N1CCC(CC1)C(C#N)C1=C(C=C(C(=C1)Cl)Cl)OC 2-(1-acetylpiperidin-4-yl)-2-(4,5-dichloro-2-methoxyphenyl)acetonitrile